1-diazo-1-(1,1-dimethylethylsulfonyl)-3,3-dimethyl-2-butanone [N+](=[N-])=C(C(C(C)(C)C)=O)S(=O)(=O)C(C)(C)C